N-(2-(3-hydroxy-3-methylbutyl)-6-(4-hydroxypiperidin-1-yl)-2H-indazol-5-yl)-3-nitrobenzamide OC(CCN1N=C2C=C(C(=CC2=C1)NC(C1=CC(=CC=C1)[N+](=O)[O-])=O)N1CCC(CC1)O)(C)C